CSC1=NN=C(O1)C=1C=C(N)C=C(C1)C=1OC(=NN1)SC 3,5-bis(5-methylthio-2-1,3,4-oxadiazolyl)aniline